BrC1=C(C=CC(=C1)OCCOC(F)(F)F)NC1=CC=NC2=CC(=CC=C12)C(F)F N-(2-bromo-4-(2-(trifluoromethoxy)ethoxy)phenyl)-7-(difluoromethyl)quinolin-4-amine